2-(1-(difluoromethyl)-1H-pyrazol-3-yl)-6-(4-fluorophenyl)pyrimidine-4-carboxamide FC(N1N=C(C=C1)C1=NC(=CC(=N1)C(=O)N)C1=CC=C(C=C1)F)F